2-(3-cyclopropyl-3,8-diazabicyclo[3.2.1]octan-8-yl)-N-(4,4-difluorocyclohexyl)benzo[d]thiazole-6-carboxamide C1(CC1)N1CC2CCC(C1)N2C=2SC1=C(N2)C=CC(=C1)C(=O)NC1CCC(CC1)(F)F